FC=1C=2N(C=CC1)N=C(C2)[C@H]2N(CCC1=C2N=CN1)C=1N=CC(=NC1)C(=O)NC1CCC(CC1)O 5-((S)-4-(4-fluoropyrazolo[1,5-a]pyridin-2-yl)-1,4,6,7-tetrahydro-5H-imidazo[4,5-c]pyridin-5-yl)-N-((1r,4S)-4-hydroxycyclohexyl)pyrazine-2-carboxamide